4-methoxy-3-(3-methyl-6-(pyrazolo[1,5-a]pyrimidin-3-yl)-1H-pyrazolo[4,3-c]pyridin-1-yl)-N-((1-methylazetidin-3-yl)methyl)benzenesulfonamide COC1=C(C=C(C=C1)S(=O)(=O)NCC1CN(C1)C)N1N=C(C=2C=NC(=CC21)C=2C=NN1C2N=CC=C1)C